C(C(C)C)(=O)N1CC2(CC2)C(C1CC1=CC=C(C=C1)OC1=CC=CC=C1)NS(=O)(=O)C N-(5-isobutyryl-6-(4-phenoxybenzyl)-5-azaspiro[2.4]heptan-7-yl)methanesulfonamide